(2R)-3-(((2,3-bis(((S)-3-((tert-butoxycarbonyl)amino)butanoyl)oxy)propoxy)(hydroxy)phosphoryl)oxy)propane-1,2-diyl ditetradecanoate C(CCCCCCCCCCCCC)(=O)OC[C@H](COP(=O)(O)OCC(COC(C[C@H](C)NC(=O)OC(C)(C)C)=O)OC(C[C@H](C)NC(=O)OC(C)(C)C)=O)OC(CCCCCCCCCCCCC)=O